((((2R,3S,4R,5R)-5-(6-chloro-4-((cyclopentylmethyl)amino)-1H-pyrazolo[3,4-d]pyrimidin-1-yl)-3,4-dihydroxytetrahydrofuran-2-yl)methoxy)methyl)phosphonic acid ClC1=NC(=C2C(=N1)N(N=C2)[C@H]2[C@@H]([C@@H]([C@H](O2)COCP(O)(O)=O)O)O)NCC2CCCC2